BrC1=CC(=C(O[C@H](C(=O)O)C)C=C1)F (S)-2-(4-bromo-2-fluorophenoxy)propionic acid